C(C)(C)N(CCC1=CNC2=CC=C(C=C12)OC(CC(=O)O)=O)C(C)C 3-((3-(2-(diiso-propylamino)-ethyl)-1H-indol-5-yl)oxy)-3-oxopropanoic acid